FC(C1=CC=C(C(=N1)OC)[C@@H]1[C@@H](O[C@@]([C@H]1C)(C(F)(F)F)C)C(=O)NC1=CC(=NC=C1)C(=O)N)F (2R,3R,4S,5S)-4-[[3-[6-(Difluoromethyl)-2-methoxy-3-pyridyl]-4,5-dimethyl-5-(trifluoromethyl)tetrahydrofuran-2-carbonyl]amino]pyridin-2-carboxamid